NC[C@H](CC1CC1)NC(OC(C)(C)C)=O tert-butyl (S)-(1-amino-3-cyclopropylpropan-2-yl)carbamate